C1(=CCCC1)C1=C(C2=C(CCC1)C=C(C=C2)C(=O)O)C2=CC=C(C=C2)N2CCC(CC2)C(OC)OC 6-(cyclopenten-1-yl)-5-[4-[4-(dimethoxymethyl)-1-piperidyl]phenyl]-8,9-dihydro-7H-benzo[7]annulene-2-carboxylic acid